ethyl 8-bromo-7-methoxy-1-(2-pyridyl)-4,5-dihydrobenzo[g]indazole-3-carboxylate BrC1=CC2=C(CCC=3C(=NN(C23)C2=NC=CC=C2)C(=O)OCC)C=C1OC